C(C)C1=NC2=C(N1C1=NC(=C3N=C(N(C3=N1)C)CN1C(CN(CC1)C(CCCCC(=O)NO)=O)=O)N1CCOCC1)C=CC=C2 6-(4-((2-(2-Ethyl-1H-benzo[d]imidazol-1-yl)-9-methyl-6-morpholino-9H-purin-8-yl)methyl)-3-oxopiperazin-1-yl)-N-hydroxy-6-oxohexanamide